1-(5-(3-benzyl-4-oxo-3,4-dihydroquinazolin-6-yl)benzo[d]thiazol-2-yl)-3-(3-methoxyphenyl)urea C(C1=CC=CC=C1)N1C=NC2=CC=C(C=C2C1=O)C=1C=CC2=C(N=C(S2)NC(=O)NC2=CC(=CC=C2)OC)C1